Trisilanamine [SiH2]([SiH2][SiH3])N